C(=C)[N+]1=CC=CC=C1.C(=C)C1=[N+](C=CC=C1)[O-] vinylpyridine-N-oxide, vinylpyridinium salt